dihexadecyl succinate sodium salt [Na].C(CCC(=O)OCCCCCCCCCCCCCCCC)(=O)OCCCCCCCCCCCCCCCC